5-((1S,5R)-1-(5-(2-methyl-2-azaspiro[3.3]heptan-6-yl)-1,3,4-oxadiazol-2-yl)-5-(trifluoromethyl)-3-azabicyclo[3.1.0]hexan-3-yl)quinoline-8-carbonitrile CN1CC2(C1)CC(C2)C2=NN=C(O2)[C@@]21CN(C[C@]1(C2)C(F)(F)F)C2=C1C=CC=NC1=C(C=C2)C#N